CC1=C(OC=2C(N(C=CC2C=2C3=C(C(N(C2)C)=O)NC=C3)CCOC)=O)C(=CC=C1)C 4-(3-(2,6-dimethylphenoxy)-1-(2-methoxyethyl)-2-oxo-1,2-dihydropyridin-4-yl)-6-methyl-1,6-dihydro-7H-pyrrolo[2,3-c]pyridin-7-one